N(=[N+]=[N-])CCOCCOCCC(C)OCCOCCOCCOCCC(=O)N 2-(2-(2-(2-azidoethoxy)ethoxy)ethyl)-3,6,9,12-tetraoxapentadecane-15-amide